4-hydroxy-2,6-dimethyl-5-(4-methylthiophen-2-yl)pyridine-3-carboxamide (2,4-di-t-butylphenyl)4,4-biphenyldiphosphonite C(C)(C)(C)C1=C(C=CC(=C1)C(C)(C)C)OP(O)C1(CC=C(C=C1)C1=CC=CC=C1)P(O)O.OC1=C(C(=NC(=C1C=1SC=C(C1)C)C)C)C(=O)N